2-[2-(2-hydroxy-5-methoxy-phenyl)-phenethyl]-N,N-dimethylpiperidinium bromide [Br-].OC1=C(C=C(C=C1)OC)C1=C(CCC2[N+](CCCC2)(C)C)C=CC=C1